2-((1-(5-(2-azabicyclo[2.2.2]octan-2-yl)-9-methyl-[1,2,4]triazolo[4,3-c]quinazolin-7-yl)ethyl)amino)benzoic acid C12N(CC(CC1)CC2)C2=NC=1C(=CC(=CC1C=1N2C=NN1)C)C(C)NC1=C(C(=O)O)C=CC=C1